ClC1=C(C=CC=C1)[C@@H]([C@@H](C)NS(=O)(=O)C1=CC=C(C=C1)OC(F)(F)F)OC N-((1S,2R)-1-(2-chlorophenyl)-1-methoxypropan-2-yl)-4-(trifluoromethoxy)benzenesulfonamide